3-bromo-2,4,5-trifluorobenzoic acid BrC=1C(=C(C(=O)O)C=C(C1F)F)F